FC1=C(C=C(C=C1)F)[C@H]1[C@@H](CC=C(C1)CCC=C(C)C)C(=O)C1=C(C=CC=C1O)O (trans-2',5'-difluoro-5-(4-methylpent-3-en-1-yl)-1,2,3,6-tetrahydro-[1,1'-biphenyl]-2-yl)(2,6-dihydroxyphenyl)methanone